P([O-])([O-])=O.[Ga+3].P([O-])([O-])=O.P([O-])([O-])=O.[Ga+3] GALLIUM PHOSPHONAT